6-(7-Methoxy-1-methyl-β-carbolin-9-yl)hexanoic acid methyl ester COC(CCCCCN1C2=CC(=CC=C2C=2C=CN=C(C12)C)OC)=O